C(C)(C)(C)N(C(O)=O)[C@@H](C1CCC(CC1)(F)F)C=1N=C2N(N=CC(=C2)C(CC2CCC2)N[S@@](=O)C(C)(C)C)C1.ClC1=CC=C(N)C=C1 p-Chloroaniline tert-Butyl-((1S)-(7-(1-(((S)-tert-butylsulfinyl)amino)-2-cyclobutylethyl)imidazo[1,2-b]pyridazin-2-yl)(4,4-difluorocyclohexyl)methyl)carbamate